ClC=1C=CC(=C(C1)C1=CC(=C(N=N1)N1CC(C1)C(=O)O)NC1=CC(=NC=C1)NC(CCN1CCN(CC1)C)=O)F 1-[6-(5-chloro-2-fluorophenyl)-4-({2-[3-(4-methylpiperazin-1-yl)propanamido]pyridin-4-yl}amino)pyridazin-3-yl]azetidine-3-carboxylic acid